C1(=NN=CC2=CC=CC=C12)NC1CCC(CC1)=O 4-(phthalazinylamino)cyclohexanone